(1R,4R)-4-(2-hydroxyethyl)-2-oxa-5-azabicyclo[2.2.1]Heptane-5-carboxylic acid tert-butyl ester C(C)(C)(C)OC(=O)N1[C@]2(CO[C@@H](C1)C2)CCO